ClC1=NN2C(N=CC3=C2C(C[C@@H]3C(=O)NC=3C=NC(=C(C3)C)N3N=CC=N3)(C)C)=C1 (S)-2-chloro-8,8-dimethyl-N-(5-methyl-6-(2H-1,2,3-triazol-2-yl)pyridin-3-yl)-7,8-dihydro-6H-cyclopenta[e]pyrazolo[1,5-a]pyrimidine-6-carboxamide